OC1=CC=C(C=C1)C=1[C@H]2CC([C@@H](C1C1=CC=C(C=C1)C=1C=NN(C1)C)O2)S(=O)(=O)OC2=CC=C(C=C2)Br 4-bromophenyl (1R,4R)-5-(4-hydroxyphenyl)-6-(4-(1-methyl-1H-pyrazol-4-yl) phenyl)-7-oxabicyclo[2.2.1]hept-5-ene-2-sulfonate